3-(2-oxo-1,3-dihydrobenzimidazol-4-yl)urea O=C1NC2=C(N1)C=CC=C2NC(N)=O